ClC1=CC=C(C=C1)C1=NN=C(O1)C=1C=CC2=C(NC(=N2)C2=C(C=CC=C2Cl)Cl)C1 6-[5-(4-chloro-phenyl)-[1,3,4]oxadiazol-2-yl]-2-(2,6-dichloro-phenyl)-1H-benzimidazole